3-[1-hydroxy-2-(3-methylthiophenylamino)ethyl]-1H-1,2,4-triazol-5(4H)-one OC(CNC1=CC(=CC=C1)SC)C1=NNC(N1)=O